(2R,3R,3aS,6S,6aR)-6-((7-amino-6-chloro-1,8-naphthyridin-2-yl)methyl)-2-(4-amino-7H-pyrrolo[2,3-d]pyrimidin-7-yl)hexahydro-3aH-cyclopenta[b]furan-3,3a-diol trihydrochloride Cl.Cl.Cl.NC1=C(C=C2C=CC(=NC2=N1)C[C@@H]1CC[C@]2([C@@H]1O[C@H]([C@@H]2O)N2C=CC1=C2N=CN=C1N)O)Cl